C(C)(C)(C)OC(=O)NCCOC1=CC=C(C[C@H](NC(=O)OCC2=CC=CC=3C4=CC=CC=C4CC23)C(=O)O)C=C1 O-[2-[[tert-butoxycarbonyl]amino]ethyl]-N-[fluorenylmethoxycarbonyl]-L-tyrosine